N1N=CC2=CC(=CC=C12)NC=1C2=C(N=C(N1)C1=CC=C3C=C(NC3=C1)C(=O)N(C)C)C=CS2 6-(4-((1H-indazol-5-yl)amino)thieno[3,2-d]pyrimidin-2-yl)-N,N-dimethyl-1H-indole-2-carboxamide